N1=CC=C(C=C1)NC=1N=CC2=C(N1)NC=C2C2=CC1=C(C(NCCO1)=O)C=C2 8-(2-(pyridin-4-ylamino)-7H-pyrrolo[2,3-d]pyrimidin-5-yl)-3,4-dihydrobenzo[f][1,4]oxazepin-5(2H)-one